5-(1-(3,5-dichloropyridin-4-yl)ethoxy)-N-(4-(4-hydroxypiperidin-1-yl)phenyl)-1H-indazole-3-carboxamide ClC=1C=NC=C(C1C(C)OC=1C=C2C(=NNC2=CC1)C(=O)NC1=CC=C(C=C1)N1CCC(CC1)O)Cl